6-Aminohexanol hydrochlorid Cl.NCCCCCCO